tert-butyl (2S,4S)-2-(cyanomethyl)-4-(hydroxymethyl)azetidine-1-carboxylate C(#N)C[C@H]1N([C@@H](C1)CO)C(=O)OC(C)(C)C